NC=1N=C(SC1C(C1=CC=C(C=C1)OC(F)(F)F)=O)N(C1=CC=C(C=C1)F)[C@@H](C(=O)N)C (R)-2-(N-[4-amino-5-[4-(trifluoromethoxy)benzoyl]thiazol-2-yl]-4-fluoro-anilino)propanamide